3-(5-(((R)-1-(cyclopropylmethyl)piperidin-3-yl)oxy)-1-oxoisoindolin-2-yl)piperidine C1(CC1)CN1C[C@@H](CCC1)OC=1C=C2CN(C(C2=CC1)=O)C1CNCCC1